N-(2-hydroxy-5-(1-oxo-6-(4-(trifluoromethoxy)phenyl)-3,4-dihydroisoquinolin-2(1H)-yl)phenyl)methanesulfonamide OC1=C(C=C(C=C1)N1C(C2=CC=C(C=C2CC1)C1=CC=C(C=C1)OC(F)(F)F)=O)NS(=O)(=O)C